1-[2-[2-[2-[2-(2-Oxopyrrolidin-1-yl)ethylsulfanyl]ethylsulfanyl]ethylsulfanyl]ethyl]pyrrolidin-2-on O=C1N(CCC1)CCSCCSCCSCCN1C(CCC1)=O